N-[3-chloro-4-[4-[(3S)-4,4-dimethylmorpholin-4-ium-3-carbonyl]piperazine-1-carbonyl]phenyl]-5-(2,3-difluoro-4-methoxy-phenyl)-1-methyl-imidazole-2-carboxamide ClC=1C=C(C=CC1C(=O)N1CCN(CC1)C(=O)[C@H]1[N+](CCOC1)(C)C)NC(=O)C=1N(C(=CN1)C1=C(C(=C(C=C1)OC)F)F)C